C(C1=CC=CC=C1)OC=1C=C(C=CC1OC)C1=CC(=NC=2C3=C(NC(CC21)=O)C=CC=C3)C3=CC=CC=C3 4-(3-(benzyloxy)-4-methoxyphenyl)-2-phenyl-5,7-dihydro-6H-benzo[b]pyrido[2,3-d]azepin-6-one